NC=1C2=C(N=CN1)N(C=C2C2=CC=C(C=C2)NC(=O)NC2=NOC(=C2)C(C)(C)C)CCCCCC 1-(4-(4-amino-7-hexyl-7H-pyrrolo[2,3-d]pyrimidin-5-yl)phenyl)-3-(5-tert-butyl-isoxazol-3-yl)urea